2-(4-benzyloxy-2,3-difluoro-phenyl)-N-methoxy-N-methyl-acetamide C(C1=CC=CC=C1)OC1=C(C(=C(C=C1)CC(=O)N(C)OC)F)F